CC(CCCCCCC1=C(C=CC(=C1)C)S(=O)(=O)[O-])C 7-methyloctyl-4-methylbenzenesulfonic acid anion